(1'S,2'R)-3-(2-nitrocyclopropyl)alanine [N+](=O)([O-])C1C(C1)C[C@H](N)C(=O)O